C(#N)C1=CC(=C(C=C1)CCCC(=O)O)NC(C(C)N1C=CC2=CC=C(C=C12)C(NCC1CC1)=O)=O 4-(4-cyano-2-[(2-(6-[(cyclopropylmethyl)carbamoyl]-1H-indol-1-yl)propanoyl)amino]phenyl)butanoic acid